C(C)(=O)[O-].[Pd+2].C(C)(=O)[O-] palladium acetate